BrC1=CC2=[N+](C=C3C(=C2S1)N(C(=N3)CCCC)C(=O)OC(C)(C)C)[O-] 7-bromo-1-(tert-butoxycarbonyl)-2-butyl-1H-imidazo[4,5-d]thieno[3,2-b]pyridine-5-oxide